C(COCCOCC)O 3,6-dioxaoctane-1-ol